FC(C1=CC=C(CN2C3=C(C4=C(C2=O)CNC4)C=NN3)C=C1)(F)F 4-(4-(Trifluoromethyl)benzyl)-4,6,7,8-tetrahydropyrazolo[3,4-b]pyrrolo[3,4-d]pyridin-5(3H)-one